C(CC=CCCCCCCCC=C)(=O)O 3,12-tridecadienoic acid